1-(1H-pyrazol-3-yl)-4-(tetrahydro-2H-pyran-3-yl)-1H-pyrazole N1N=C(C=C1)N1N=CC(=C1)C1COCCC1